(±)-tert-butyl-4-methyl-2-(methyl-d3)piperidine-1-carboxylate C(C)(C)(C)OC(=O)N1C(CC(CC1)C)C([2H])([2H])[2H]